CNC(C[C@H](CC(C)C)NC1=NC(=NC=2CCC(CC12)C)N1CC2(CN(C2)C(C=C)=O)CC1)=O (3S)-N,5-dimethyl-3-((6-methyl-2-(2-(2-propenoyl)-2,6-diazaspiro[3.4]octan-6-yl)-5,6,7,8-tetrahydro-4-quinazolinyl)amino)hexanamide